FC1=CC=C2N=CC=NC2=C1 7-fluoroquinoxalin